CC1=NC=C(C=C1)[C@@H]1N(CCC1)C |o1:7| (R) or (S)-2-methyl-5-(1-methylpyrrolidin-2-yl)pyridine